4-[(3R)-3-[[6-(4-hydroxy-2,3-dihydrobenzofuran-5-yl)-5-methyl-1,2,4-triazin-3-yl]amino]-1-piperidyl]-1-morpholino-butan-1-one OC1=C(C=CC2=C1CCO2)C2=C(N=C(N=N2)N[C@H]2CN(CCC2)CCCC(=O)N2CCOCC2)C